1,2-epoxy-4-bromobutane BrCCC1CO1